(3-((7-chloro-2H-indazol-2-yl)methyl)bicyclo[1.1.1]-pentan-1-yl)(5-(3,5-difluoro-phenyl)-4,5-dihydro-1H-pyrazol-1-yl)methanone ClC1=CC=CC2=CN(N=C12)CC12CC(C1)(C2)C(=O)N2N=CCC2C2=CC(=CC(=C2)F)F